8-methylpyrido[2,3-b]pyrazin CC1=CC=NC2=NC=CN=C21